5-((4-(ethoxymethyl)-4-phenethyl-piperidin-1-yl)methyl)-1H-benzo[d]imidazole C(C)OCC1(CCN(CC1)CC1=CC2=C(NC=N2)C=C1)CCC1=CC=CC=C1